C[NH+]1CCC(C1)C 1,4-dimethylpyrrolidinium